NN1C(=NN=C1O)C(C(C)C1=NN=C(N1N)O)C bis[4-amino-5-hydroxy-1,2,4-triazol-3-yl]butane